C1(=CC=CC2=CC=CC=C12)C#CC1=CC=CC2=CC=CC=C12 1,2-Bis(naphthalen-1-yl)acetylene